(R)-N-((R)-6-chloro-9-p-toluenesulfonyl-2,3,4,9-tetrahydro-1H-carbazol-4-yl)-2-methylpropan-2-sulfinamide ClC=1C=C2C=3[C@@H](CCCC3N(C2=CC1)S(=O)(=O)C1=CC=C(C)C=C1)N[S@](=O)C(C)(C)C